2-(allylmercapto)-1-(2-(5-(p-tolyl)-1H-imidazol-2-yl)piperidin-1-yl)propan-1-one C(C=C)SC(C(=O)N1C(CCCC1)C=1NC(=CN1)C1=CC=C(C=C1)C)C